C(C)OC(NC1=CC(=CC=C1)OC(NC1=CC=CC=C1)=O)=O 3-phenylcarbamoyl-oxyphenylcarbamic acid ethyl ester